N1=CNC(C=2C1=NC=NC2)=O pyrimido[4,5-d]pyrimidin-4(3H)-one